C(C)(C)(C)OC(=O)N[C@H](C(=O)OCC#N)CC1=NC=CC=C1C#N cyanomethyl (S)-2-((tert-butoxy-carbonyl)amino)-3-(3-cyanopyridin-2-yl)propanoate